7-methoxy-6-(1-(trifluoroacetyl)-1,2,3,6-tetrahydropyridin-4-yl)quinolin-4-amine COC1=C(C=C2C(=CC=NC2=C1)N)C=1CCN(CC1)C(C(F)(F)F)=O